C(C)(C)(C)C=1C=CC=2N(C=3C=C(C=C4N(C=5C=CC(=CC5B(C34)C2C1)C(C)(C)C)C1=CC=C(C=C1)C(C)(C)C)C)C1=CC=C(C=C1)C(C)(C)C 2,12-di-t-butyl-5,9-bis(4-(t-butyl)phenyl)-7-methyl-5,9-dihydro-5,9-diaza-13b-boranaphtho[3,2,1-de]anthracene